ClC1=CC=C(CN2C3(CN(C3)C3=NC=CN=C3)C(N(CC2=O)C(C)C)=O)C=C1 5-(4-chlorobenzyl)-8-isopropyl-2-(pyrazin-2-yl)-2,5,8-triazaspiro-[3.5]nonane-6,9-dione